C1(CC1)C1=C(C(=NO1)C1=C(C=NC=C1Cl)Cl)COC12CCC(CC1)(CC2)C2=NC1=C(C=CC=C1C=C2)F 2-(4-((5-Cyclopropyl-3-(3,5-dichloropyridin-4-yl)isoxazol-4-yl)methoxy)bicyclo[2.2.2]octan-1-yl)-8-fluorochinolin